4-hydroxy-STEARIC ACID ANILIDE OC(CCC(=O)NC1=CC=CC=C1)CCCCCCCCCCCCCC